indenyl-4,4,5,5-tetramethyl-1,3,2-dioxaborolan C1(C=CC2=CC=CC=C12)B1OC(C(O1)(C)C)(C)C